(R,2R)-N'-((7-fluorotricyclo[6.2.0.03,6]deca-1,3(6),7-trien-2-yl)carbamoyl)-2-(hydroxymethyl)-2-methyl-2,3-dihydropyrazolo[5,1-b]oxazole-7-sulfonimidamide FC=1C=2CCC2C(=C2CCC12)NC(=O)N=[S@](=O)(N)C=1C=NN2C1O[C@@](C2)(C)CO